ClC1=CC=C(C=C1)CC1CCC(C1=O)(C)C 5-[(4-chlorophenyl)methyl]-2,2-dimethyl-cyclopentanone